tert-butyl (3-(7-benzyl-2-chloro-8-oxo-5,6,7,8-tetrahydro-9H-pyrimido[4,5-d][1,3]diazepin-9-yl)phenyl)carbamate C(C1=CC=CC=C1)N1C(N(C2=C(CC1)C=NC(=N2)Cl)C=2C=C(C=CC2)NC(OC(C)(C)C)=O)=O